calcium 6-methyl-5,8-dioxo-5,6,7,8-tetrahydrobenzo[b][1,4]dioxin-6-sulfonate CC1(C(C2=C(OC=CO2)C(C1)=O)=O)S(=O)(=O)[O-].[Ca+2].CC1(C(C2=C(OC=CO2)C(C1)=O)=O)S(=O)(=O)[O-]